(4-(3-methyl-5-(trifluoromethyl)-1H-pyrazol-1-yl)phenyl)methanol CC1=NN(C(=C1)C(F)(F)F)C1=CC=C(C=C1)CO